FC1([C@H](C1)COC=1C=C2CCN3C(C2=CC1OC)CC(CC3)O)F 9-(((R)-2,2-difluorocyclopropyl)methoxy)-10-methoxy-1,3,4,6,7,11b-hexahydro-2H-pyrido[2,1-a]isoquinolin-2-ol